O[C@@H](C(=O)O)C(C)C D-ALPHA-HYDROXYISOVALERIC ACID